F[C@H]1CN(CC[C@@H]1NC1=NN2C(C(=N1)OC)=C(C=C2)C=2C=CC1=C(N(N=N1)[C@@H](CF)C)C2)C2COC2 N-((3S,4S)-3-fluoro-1-(oxetan-3-yl)piperidin-4-yl)-5-(1-((R)-1-fluoropropan-2-yl)-1H-benzo[d][1,2,3]triazol-6-yl)-4-methoxypyrrolo[2,1-f][1,2,4]triazin-2-amine